methyl (S)-3-bromo-2-((tert-butoxycarbonyl)amino)propanoate BrC[C@H](C(=O)OC)NC(=O)OC(C)(C)C